tert-butyl ((1S,4S)-4-((2-(2,6-dioxopiperidin-3-yl)-1-oxoisoindolin-4-yl)amino) cyclohexyl)carbamate O=C1NC(CCC1N1C(C2=CC=CC(=C2C1)NC1CCC(CC1)NC(OC(C)(C)C)=O)=O)=O